methyl 1-(tetrahydrofuran-3-yl)-1H-pyrazolo[4,3-b]pyridine-5-carboxylate O1CC(CC1)N1N=CC2=NC(=CC=C21)C(=O)OC